Methyl 3-amino-2-(2-(5-chloro-1-methyl-1H-imidazol-4-yl)-5-fluorophenyl)imidazo[1,2-a]pyridine-7-carboxylate NC1=C(N=C2N1C=CC(=C2)C(=O)OC)C2=C(C=CC(=C2)F)C=2N=CN(C2Cl)C